C1(CCC1)OC1=NC=CC=C1C1=CC(=C(C(=C1)F)N(CCCC(=O)O)C)F 4-{[4-(2-cyclobutoxy-pyridin-3-yl)-2,6-difluoro-phenyl]-methyl-amino}-butyric acid